2,3,3,4,4,4-hexafluoro-1-Butene FC(=C)C(C(F)(F)F)(F)F